1-cyclopropyl-4-(3-methoxy-4-((4-(methylamino)-3-(trifluoromethyl)-1H-pyrrolo[2,3-b]pyridin-6-yl)amino)phenyl)-1,4-azaphosphinane 4-oxide C1(CC1)N1CCP(CC1)(C1=CC(=C(C=C1)NC1=CC(=C2C(=N1)NC=C2C(F)(F)F)NC)OC)=O